FC(S(=O)(=O)OC1=CC(=C(C=C1)C1CN(CC1)C(=O)C1=NC=C(C=C1)F)C=O)(F)F 4-(1-(5-fluoropyridinoyl) pyrrolidin-3-yl)-3-formylphenyl trifluoromethanesulfonate